2-[6-(difluoromethoxy)-2-methylpyrimidin-4-yl]-1-[(2S)-7-methyl-6-(pyrimidin-2-yl)-3,4-dihydro-1H-spiro[1,8-naphthyridine-2,3'-pyrrolidin]-1'-yl]propan-1-one FC(OC1=CC(=NC(=N1)C)C(C(=O)N1C[C@]2(CC1)NC1=NC(=C(C=C1CC2)C2=NC=CC=N2)C)C)F